N1N=CC(=C1)C=1C=NC=C(C1)C=1C=NNC1 3,5-di(1H-pyrazol-4-yl)pyridine